CC1=CC=CC=2C3=CC=CC=C3C(=CC12)C(=O)OC1=C(C2=CC=CC(=C2C=C1)OC)C1=C(C=CC=C1)C=O (1-(2-formylphenyl)-5-methoxynaphthalene-2-yl) methylphenanthrene-9-formate